NC1=NC=CC(=C1C1=CCCCC1)OC1=C(C=C(C=C1)NC(=O)C=1C=NN(C1C(F)(F)F)C1=NC=CC=C1F)F N-(4-((2-amino-3-(cyclohex-1-en-1-yl)pyridin-4-yl)oxy)-3-fluorophenyl)-1-(3-fluoropyridine-2-yl)-5-(trifluoromethyl)-1H-pyrazole-4-carboxamide